FC1=C(C(=CC=C1)F)C1=N[C@H](C(NC=2SC=3OCCOCC3C12)=S)C (13S)-15-(2,6-difluorophenyl)-13-methyl-4,7-dioxa-9-thia-11,14-diazatricyclo[8.5.0.02,8]pentadeca-1(10),2(8),14-triene-12-thione